N-(2-(4-((1S,4S)-2-oxa-5-azabicyclo[2.2.1]heptane-5-yl)piperidine-1-yl)-5-((6-((R)-3-(3-chloro-2,4-difluorophenyl)isoxazolidine-2-yl)pyrimidine-4-yl)amino)-4-methoxyphenyl)acrylamide [C@@H]12OC[C@@H](N(C1)C1CCN(CC1)C1=C(C=C(C(=C1)OC)NC1=NC=NC(=C1)N1OCC[C@@H]1C1=C(C(=C(C=C1)F)Cl)F)NC(C=C)=O)C2